1-methyl-N-((1-(4-(trifluoromethyl)phenyl)-1,2,3,4-tetrahydro-1,5-naphthyridin-3-yl)methyl)-1H-imidazole-5-carboxamide CN1C=NC=C1C(=O)NCC1CN(C2=CC=CN=C2C1)C1=CC=C(C=C1)C(F)(F)F